C(CCC)(C1=C(C(=CC=C1C)C(C)(C)C)O)C1=C(C(=CC=C1C)C(C)(C)C)O butylidenebis(6-t-butyl-3-methylphenol)